2-((6-chloro-2-morpholinopyrimidin-4-yl)amino)propan-1-ol ClC1=CC(=NC(=N1)N1CCOCC1)NC(CO)C